C(C)(C)(C)OC(=O)N1C[C@H](CC=C1OS(=O)(=O)C(F)(F)F)C.C[C@@H]1CN(C(=CC1)C1=CC(=C(C(=C1)F)F)F)C(=O)OC(C)(C)C (S)-tert-butyl 3-methyl-6-(3,4,5-trifluorophenyl)-3,4-dihydropyridine-1(2H)-carboxylate tert-Butyl-(3S)-3-methyl-6-(trifluoromethylsulfonyloxy)-3,4-dihydro-2H-pyridine-1-carboxylate